[SiH2]=O Monooxysilan